P-(4-(5-(chlorodifluoromethyl)-1,2,4-oxadiazol-3-yl)-2-fluorophenyl)-N-(3-methoxyphenyl)-P-methylphosphinic amide ClC(C1=NC(=NO1)C1=CC(=C(C=C1)P(NC1=CC(=CC=C1)OC)(=O)C)F)(F)F